guanidine hydroiodic acid salt I.NC(=N)N